(S)-1-(2,3-difluoro-5-(2-hydroxyethoxy)benzyl)-3,4-dimethyl-2-oxo-N-(2,4,6-trifluorobenzyl)-1,2,3,4-tetrahydroquinazoline-7-carboxamide FC1=C(CN2C(N([C@H](C3=CC=C(C=C23)C(=O)NCC2=C(C=C(C=C2F)F)F)C)C)=O)C=C(C=C1F)OCCO